N-(5-(2-benzyl-1-oxo-1,2-dihydroisoquinolin-7-yl)pyrimidin-2-yl)pentanamide Benzyl-((3R)-3-((tert-butoxycarbonyl)amino)-2-(hydroxymethyl)butyl)(isopropyl)carbamate C(C1=CC=CC=C1)OC(N(C(C)C)CC([C@@H](C)NC(=O)OC(C)(C)C)CO)=O.C(C1=CC=CC=C1)N1C(C2=CC(=CC=C2C=C1)C=1C=NC(=NC1)NC(CCCC)=O)=O